N(=O)N1CCC(CC1)[C@H](CO)C (R)-2-(1-nitrosopiperidin-4-yl)propan-1-ol